4-(5-fluoro-benzoimidazol-2-yl)-1,2,5-oxadiazol-3-amine FC1=CC2=C(N=C(N2)C=2C(=NON2)N)C=C1